COC1=C(C(=O)O)C=CC(=C1)C#CC1=C(C=CC=C1)NS(=O)(=O)C1=C(C=C(C=C1)OC)C 2-methoxy-4-{2-[2-(4-methoxy-2-methylbenzenesulfonamido)phenyl]-ethynyl}benzoic acid